N[C@H]1CN(CCC1)C(=O)C1=CC=2N(C=C1)C(=C(N2)C=2N(C1=CC(=CC=C1C2)OC)CC(C)C)C (R)-(3-aminopiperidin-1-yl)(2-(1-isobutyl-6-methoxy-1H-indol-2-yl)-3-methylimidazo[1,2-a]pyridin-7-yl)methanone